N,N-dimethylaminohexyl-acrylamide CNN(C(C(=C)CCCCCC)=O)NC